ClC1=NC=CC2=C1SC=1N=C(N=C(C12)N1CCOC[C@](C1)(O)C)OC[C@]12CCCN2C[C@@H](C1)F (S)-4-(8-chloro-2-(((2R,7aS)-2-fluorotetrahydro-1H-pyrrolizin-7a(5H)-yl)methoxy)pyrido[4',3':4,5]thieno[2,3-d]pyrimidin-4-yl)-6-methyl-1,4-oxazepan-6-ol